2-[hydroxy(phenyl)phosphoryl]acetic acid OP(=O)(C1=CC=CC=C1)CC(=O)O